(3-chloro-2,4-difluorophenyl)(3,3-dimethylcyclobutyl)methanamine ClC=1C(=C(C=CC1F)C(N)C1CC(C1)(C)C)F